C(C)(C)(C)OC(=O)C1CCN(CC1)C1=C2CCN(C2=CC=C1)C(=O)OCC1=CC=CC=C1 benzyl 4-(4-tert-butoxycarbonyl-1-piperidyl)indoline-1-carboxylate